COC1=C(C=CC(=C1)[N+](=O)[O-])NCCO 2-Hydroxyethylamino-5-Nitroanisole